ClC=1C=C2C(=C3C1NC(NC31CCCCC1)=O)OC(=N2)CN2CC(C2)OCC(C)C 5-chloro-2-{[3-(2-methylpropoxy)azetidin-1-yl]methyl}-7,8-dihydro-6H-spiro[[1,3]oxazolo[5,4-f]quinazoline-9,1'-cyclohexane]-7-one